4-trifluoromethyladamantan-1-amine FC(C1C2CC3(CC(CC1C3)C2)N)(F)F